sodium 3,5-diiodosalicylate IC1=C(C(C(=O)[O-])=CC(=C1)I)O.[Na+]